C(C)[C@H]1CN(CCN1)C1=CC=C(N=N1)C1=NC=C(C=C1O)C=1C=NNC1 2-{6-[(3S)-3-ethylpiperazin-1-yl]pyridazin-3-yl}-5-(1H-pyrazol-4-yl)pyridin-3-ol